BrC=1C(=CC(=C(C(=O)OC)C1)C(Br)Br)F methyl 5-bromo-2-(dibromomethyl)-4-fluoro-benzoate